C1(=C(C=CC=C1)C=1C(=C2C(=CC1)N=C1C=CC3=C4C=CC=CC4=NC3=C12)C1=NC2=C(C=C1)SC1=C2C=CC=C1)C=1C(=CC=CC1)C1=CC=CC=C1 (terphenylyl)(benzothienopyridinyl)indolocarbazole